FC(OC1=CC=C(C=C1)C1=CN=C2N1C=CN=C2NC2=CC(=C(C(=O)NCCOCCOCCOC)C=C2)C)F 4-[[3-[4-(difluoro-methoxy)phenyl]imidazo[1,2-a]pyrazin-8-yl]amino]-N-[2-[2-(2-methoxy-ethoxy)ethoxy]ethyl]-2-methylbenzamide